bis-(2-naphthyl)-p-phenylenediamine C1=C(C=CC2=CC=CC=C12)NC1=CC=C(C=C1)NC1=CC2=CC=CC=C2C=C1